(2R,4R)-1-(3-chloro-2-fluorobenzyl)-4-((4-chloro-3,5-difluoro-6-((5-methyl-1H-pyrazol-3-yl)amino)pyridin-2-yl)methyl)-2-methylpiperidine ClC=1C(=C(CN2[C@@H](C[C@@H](CC2)CC2=NC(=C(C(=C2F)Cl)F)NC2=NNC(=C2)C)C)C=CC1)F